di(tetradecyl) thiodipropionate S(CCC(=O)OCCCCCCCCCCCCCC)CCC(=O)OCCCCCCCCCCCCCC